2-(4-fluoro-2-(2-(methylsulfonyl)ethoxy)phenoxy)-N-(2-methoxypyridin-4-yl)-4-(trifluoromethyl)benzamide FC1=CC(=C(OC2=C(C(=O)NC3=CC(=NC=C3)OC)C=CC(=C2)C(F)(F)F)C=C1)OCCS(=O)(=O)C